3-((ethyl-(propyl)amino)methyl)-N-(2-(3-methoxyphenyl)-2-oxoethyl)benzamide C(C)N(CCC)CC=1C=C(C(=O)NCC(=O)C2=CC(=CC=C2)OC)C=CC1